C(#N)C1=C(N=C(S1)N(C1=C(N=C2N1C=C(C=C2)C=2C=NC(=NC2)N2CC(C2)C(=O)NC2(CC2)C#N)CC)C)C2=CC=C(C=C2)F 1-(5-(3-((5-cyano-4-(4-fluorophenyl)thiazol-2-yl)(methyl)amino)-2-ethylimidazo[1,2-a]pyridin-6-yl)pyrimidin-2-yl)-N-(1-cyanocyclopropyl)azetidine-3-carboxamide